Cl.NC(C)C1=C(C=CC=C1)S(=O)(=O)F (1-aminoethyl)benzenesulfonyl fluoride hydrochloride